C(C1=CC=CC=C1)OCC(OC=1C=2N(C=C(C1)C=1N=NN(C1C)C1CC(C1)N1CCNCC1)N=CC2Cl)C2=NC=C(C=C2)F 4-(2-(Benzyloxy)-1-(5-fluoropyridin-2-yl)ethoxy)-3-chloro-6-(5-methyl-1-(3-(piperazin-1-yl)cyclobutyl)-1H-1,2,3-triazol-4-yl)pyrazolo[1,5-a]pyridine